(2,5,8,11,14,17-hexaoxanonadec-19-yloxy)-4-(3-hydroxyprop-1-yn-1-yl)benzoic acid methyl ester COC(C1=C(C=C(C=C1)C#CCO)OCCOCCOCCOCCOCCOCCOC)=O